2-CHLORO-6-METHOXY-4-PYRIDINECARBOXALDEHYDE ClC1=NC(=CC(=C1)C=O)OC